C(#N)C=1C=C2CC3(CCNCC3)CC2=CC1 (1S)-5-cyano-1,3-dihydrospiro[indene-2,4'-piperidine]